2-bromo-1-(pyridin-2-yl)indole BrC=1N(C2=CC=CC=C2C1)C1=NC=CC=C1